3-(4-((3-(4-(3-azidopropyl)phenyl)propyl)thio)-1-oxoisoindolin-2-yl)piperidine N(=[N+]=[N-])CCCC1=CC=C(C=C1)CCCSC1=C2CN(C(C2=CC=C1)=O)C1CNCCC1